ClC1=CC=C(C=C1)NS(=O)(=O)NC(=N)N N-(4-chlorophenyl)aminosulfonyl-guanidine